BrC1=CC=C(CN(C(OC(C)(C)C)=O)CCNC(C2=CC=CC=C2)(C2=CC=CC=C2)C2=CC=CC=C2)C=C1 tert-Butyl (4-bromobenzyl)(2-(tritylamino)ethyl)carbamate